CC1=C(C(=CC=C1)C)CC=O 2-(2,6-dimethylphenyl)acetaldehyde